C(C)N(C(=O)C1=C(OC=2C(=NC=NC2)N2C[C@@H](CC2)NC([O-])=O)C=CC(=C1)F)C(C)C (R)-(1-(5-(2-(ethyl(isopropyl)carbamoyl)-4-fluorophenoxy)pyrimidin-4-yl)pyrrolidin-3-yl)carbamate